C(C)C1=C(C=C(C(=O)O)C=C1)S(NC1=C(C=CC(=C1)C1=CN=CS1)N1CCCCC1)(=O)=O 4-Ethyl-3-(N-(2-(piperidin-1-yl)-5-(thiazol-5-yl)phenyl)sulfamoyl)benzoic acid